1-(3-(dimethylamino)propyl)-6-fluoro-9H-carbazole-2-ol CN(CCCC1=C(C=CC=2C3=CC(=CC=C3NC12)F)O)C